4-chlorobenzoyl-coenzyme A ClC1=CC=C(C(=O)SCCNC(CCNC([C@@H](C(COP(OP(OC[C@@H]2[C@H]([C@H]([C@@H](O2)N2C=NC=3C(N)=NC=NC23)O)OP(=O)(O)O)(=O)O)(=O)O)(C)C)O)=O)=O)C=C1